S(=S)(=O)(O)O.C(CC)OCCC[Na] propoxypropylsodium thiosulfate